C(=C)C[Si](Cl)(C)C vinyltrimethylchlorosilane